(Z)-4-(2-(quinolin-4-ylmethyleneamino)ethyl)benzene N1=CC=C(C2=CC=CC=C12)\C=N/CCC1=CC=CC=C1